2-amino-3,4-pyridinedicarboxylic acid NC1=NC=CC(=C1C(=O)O)C(=O)O